4-bromo-N-(3-methyl-1,2,4-thiadiazol-5-yl)-2-(trifluoromethyl)-benzamide BrC1=CC(=C(C(=O)NC2=NC(=NS2)C)C=C1)C(F)(F)F